C(C1=CC=CC=C1)OC1=C(C(=O)O)C(=CC(=C1)OC1=C(C=CC=C1)C)OC1=C(C=CC=C1)C 2-(benzyloxy)-4,6-bis(tolyloxy)benzoic acid